tert-butyl-((2,6-dichloro-4-ethynyl-3-fluorobenzyl)oxy)dimethylsilane C(C)(C)(C)[Si](C)(C)OCC1=C(C(=C(C=C1Cl)C#C)F)Cl